C(C)N(CC)C (diethylamino)methan